C(C=C)OC(=O)N1CCN(CC1)CC12C[C@H](N(C2C1)C(=O)OC(C)(C)C)C(NC1=NC(=CC=C1C)Br)=O (3S)-tert-Butyl 5-((4-((allyloxy)carbonyl)piperazin-1-yl)methyl)-3-((6-bromo-3-methylpyridin-2-yl)carbamoyl)-2-azabicyclo[3.1.0]hexane-2-carboxylate